ClC=1C=C(C=C(C1)C1=CC2=C(OC3=C2C=CC=C3)C=C1)S 3-chloro-5-(dibenzo[b,d]furan-2-yl)thiophenol